6-(3-Amino-6-(1-(1-(2-(trifluoromethoxy)ethyl)piperidin-4-yl)-1H-pyrazol-4-yl)pyrazin-2-yl)-2-(3,5-dimethoxyphenyl)pyridazin-3(2H)-on NC=1C(=NC(=CN1)C=1C=NN(C1)C1CCN(CC1)CCOC(F)(F)F)C=1C=CC(N(N1)C1=CC(=CC(=C1)OC)OC)=O